NC1=C2N=CN(C2=NC=N1)CC(C)OCP(OCCSSCCCCCCCCCCCCCCCC)(O)=O 2-(hexadecyldisulfanyl)ethyl hydrogen (((1-(6-amino-9H-purin-9-yl)propan-2-yl)oxy)methyl)phosphonate